hydroxypregn-4-en-3,11,20-trione OCC([C@H]1CC[C@H]2[C@@H]3CCC4=CC(CC[C@]4(C)[C@H]3C(C[C@]12C)=O)=O)=O